sorbohydroxamic acid C(\C=C\C=C\C)(=O)NO